BrC1=CC(=CN2C1=NC(=CC2=O)O)C(=O)OC methyl 9-bromo-2-hydroxy-4-oxo-4H-pyrido[1,2-a]pyrimidine-7-carboxylate